NC1=NC=CC(=C1Cl)SC=1C=2N(C(=NC1)N1CCC3(CCNCC3NC(OC(C)(C)C)=O)CC1)C=CN2 tert-butyl (9-(8-((2-amino-3-chloropyridin-4-yl)thio)imidazo[1,2-c]pyrimidin-5-yl)-3,9-diazaspiro[5.5]undec-1-yl)carbamate